N-(5-diethylaminomethyl-2-methyl-phenyl)-4-[4-(4-fluoro-phenyl)-5-methylsulfanyl-pyrimidin-2-ylamino]-benzamide C(C)N(CC)CC=1C=CC(=C(C1)NC(C1=CC=C(C=C1)NC1=NC=C(C(=N1)C1=CC=C(C=C1)F)SC)=O)C